Benzyl (2S,4S)-2-(tert-butyl)-4-((1-((3aR,4R,6S,6aS)-6-methoxy-2,2-dimethyltetrahydrofuro[3,4-d][1,3]dioxole-4-carbonyl)piperidin-4-yl)methyl)-5-oxooxazolidine-3-carboxylate C(C)(C)(C)[C@@H]1OC([C@@H](N1C(=O)OCC1=CC=CC=C1)CC1CCN(CC1)C(=O)[C@@H]1O[C@@H]([C@H]2OC(O[C@H]21)(C)C)OC)=O